2-(8-hydroxy-[1,2,4]triazolo[1,5-a]pyridin-5-yl)-N-(methylsulfonyl)acetamide (7-(4-(4-(benzo[b]thiophen-4-yl)piperazin-1-yl)butoxy)quinolin-2-yloxy)methyl-dimethylcarbamate S1C2=C(C=C1)C(=CC=C2)N2CCN(CC2)CCCCOC2=CC=C1C=CC(=NC1=C2)OCOC(N(C)C)=O.OC=2C=1N(C(=CC2)CC(=O)NS(=O)(=O)C)N=CN1